ethyl 2-[[3-hydroxy-4-methyl-5-(trifluoromethylsulfonyloxy)pyridine-2-carbonyl]amino]acetate OC=1C(=NC=C(C1C)OS(=O)(=O)C(F)(F)F)C(=O)NCC(=O)OCC